BrC1=CC=C2C(CC3(OC2=C1)CN(C3)C3COC3)=O 7'-bromo-1-(oxetan-3-yl)spiro[azetidine-3,2'-chromane]-4'-one